C(C)C=1C=C(C(=C(C1)[C@@H](C(=O)O)N1C[C@@H](CC1)OCCCCCC1=NC=2NCCCC2C=C1)OC)F (S)-2-(5-ethyl-3-fluoro-2-methoxyphenyl)-2-((R)-3-((5-(5,6,7,8-tetrahydro-1,8-naphthyridin-2-yl)pentyl)oxy)pyrrolidin-1-yl)acetic acid